1-(1-((5-(2-amino-4-(ethoxy(propyl)carbamoyl)-3H-benzo[b]azepin-8-yl)pyridin-3-yl)sulfonyl)azetidin-3-yl)-3-oxo-6,9,12,15,18,21,24,27,30,33-decaoxa-2-azahexatriacontan-36-oic acid NC=1CC(=CC2=C(N1)C=C(C=C2)C=2C=C(C=NC2)S(=O)(=O)N2CC(C2)CNC(CCOCCOCCOCCOCCOCCOCCOCCOCCOCCOCCC(=O)O)=O)C(N(CCC)OCC)=O